BrC=1C=NN(C1)C1(CN(C1)C=1C=2N(C=CC1)N=C(N2)NC=2C=NN(C2)CC(=O)N2CCN(CC2)C)CC#N 2-[3-(4-Bromopyrazol-1-yl)-1-[2-[[1-[2-(4-methylpiperazin-1-yl)-2-oxoethyl]pyrazol-4-yl]amino]-[1,2,4]triazolo[1,5-a]pyridin-8-yl]azetidin-3-yl]acetonitril